NC1=CC2=CN(N=C2C=C1C(=O)OC)C1=CC=C(C=C1)CO methyl 5-amino-2-[4-(hydroxymethyl)phenyl]indazole-6-carboxylate